6-bromo-4-((cis)-4-methoxycyclohexyl)-3,4-dihydropyrazino[2,3-b]Pyrazin-2(1H)-one BrC=1N=C2C(=NC1)NC(CN2[C@@H]2CC[C@@H](CC2)OC)=O